Cl.CN1N=C2C=C(C=CC2=C1C)N 2,3-dimethyl-6-aminoindazole hydrochloride